3-(2-(piperazin-1-yl)pyrimidin-4-yl)-1H-indole N1(CCNCC1)C1=NC=CC(=N1)C1=CNC2=CC=CC=C12